I[C@H]1CC[C@H](CC1)C1OC(C(O1)(C)C)(C)C 2-(cis-4-iodocyclohexyl)-4,4,5,5-tetramethyl-1,3-dioxolane